4-cyanoethylenedioxythiophene C(#N)C=1C2=C(SC1)OCCO2